C(CCC)N1C(C2=CN=CC=C2C(=C1)C1=CC(=C(CN2CCC(CC2)OC2CCN(CC2)C(=O)C=2C=CC(=C(C2)N2C(NC(CC2)=O)=O)OC)C=C1)F)=O 1-(5-(4-((1-(4-(2-butyl-1-oxo-1,2-dihydro-2,7-naphthyridin-4-yl)-2-fluorobenzyl)piperidin-4-yl)oxy)piperidine-1-carbonyl)-2-methoxyphenyl)dihydropyrimidine-2,4(1H,3H)-dione